(S)-4-(cyclopropyl(4-(5,6,7,8-tetrahydro-1,8-naphthyridin-2-yl)butyl)amino)-2-((R)-2-hydroxy-2-phenylacetamido)butanoic acid C1(CC1)N(CC[C@@H](C(=O)O)NC([C@@H](C1=CC=CC=C1)O)=O)CCCCC1=NC=2NCCCC2C=C1